C(C)(C)C1CCN(CC1)CC1=CC=C(COC2=C3CN(C(C3=CC=C2)=O)[C@@]2(C(NC(CC2)=O)=O)C)C=C1 (S)-3-(4-((4-((4-ISOPROPYLPIPERIDIN-1-YL)METHYL)BENZYL)OXY)-1-OXOISOINDOLIN-2-YL)-3-METHYLPIPERIDINE-2,6-DIONE